(2R,3R,5S)-2-(4-(2-azabicyclo[2.2.2]oct-2-yl)-6-chloro-1H-pyrazolo[3,4-d]pyrimidin-1-yl)-5-(hydroxymethyl)-4-methylenetetrahydrofuran-3-ol C12N(CC(CC1)CC2)C2=C1C(=NC(=N2)Cl)N(N=C1)[C@@H]1O[C@@H](C([C@H]1O)=C)CO